4-(2-chloro-4-{8-methoxy-1-phenyl-1H-pyrazolo[4,3-c]quinolin-3-yl}phenyl)morpholine ClC1=C(C=CC(=C1)C1=NN(C2=C1C=NC=1C=CC(=CC21)OC)C2=CC=CC=C2)N2CCOCC2